C(#C)C1=CC=C2C(=CNC2=C1)CN(C)C 1-(6-ethynyl-1H-indol-3-yl)-N,N-dimethylmethanamine